methyl 2-(4-chloro-5-cyano-6-oxo-pyridazin-1-yl)acetate ClC=1C=NN(C(C1C#N)=O)CC(=O)OC